O=S1(C2=C(OCCN1C1=CC=C(C=C1)C(F)(F)F)C=CC(=C2)NC(=O)C=2N=COC2C)=O N-(1,1-dioxido-2-(4-(trifluoromethyl)phenyl)-3,4-dihydro-2H-benzo[b][1,4,5]oxathiazepin-8-yl)-5-methyloxazole-4-carboxamide